2,2-difluoro-N-((1r,2r)-1-(8-fluoro-2,3-dihydrobenzo[b][1,4]dioxin-6-yl)-1-hydroxy-3-(pyrrolidin-1-yl)propan-2-yl)-2-(imidazo[1,2-a]pyridin-2-yl)acetamide FC(C(=O)N[C@@H]([C@H](O)C1=CC2=C(OCCO2)C(=C1)F)CN1CCCC1)(C=1N=C2N(C=CC=C2)C1)F